(R)-2-amino-2-(1-(2-chlorophenyl)piperidin-4-yl)-1-(4-(2-ethoxy-6-fluorobenzyl)piperazin-1-yl)ethan-1-one hydrochloride Cl.N[C@@H](C(=O)N1CCN(CC1)CC1=C(C=CC=C1F)OCC)C1CCN(CC1)C1=C(C=CC=C1)Cl